1-(cyclopentylmethyl)-5-methyl-1H-pyrazole C1(CCCC1)CN1N=CC=C1C